C(C)C=1N(C(=C(C1C(=O)NC1=CC(=C(C=C1)F)C)C)C(C(=O)NC1CCC(CC1)S(=O)(=O)C)=O)C 2-ethyl-N-(4-fluoro-3-methylphenyl)-1,4-dimethyl-5-(2-(((1s,4s)-4-(methylsulfonyl)cyclohexyl)amino)-2-oxoacetyl)-1H-pyrrole-3-carboxamide